(2S)-2-AMINO-2-[3-(DIMETHYLAMINO)PHENYL]ACETIC ACID N[C@H](C(=O)O)C1=CC(=CC=C1)N(C)C